FC1(CCC(CC1)C(C)(C)N1CCN(CC1)C[B-](F)(F)F)F.[K+] potassium ((4-(2-(4,4-difluorocyclohexyl)propan-2-yl)piperazin-1-yl)methyl)trifluoroborate